methyl 5,6,7,8-tetrahydro-2,7-naphthyridine-1-carboxylate C1(=NC=CC=2CCNCC12)C(=O)OC